(R)-6-(3-aminopiperidin-1-yl)-1-(but-2-yn-1-yl)-3-(thiophen-2-ylmethyl)pyrimidine-2,4(1H,3H)-dione N[C@H]1CN(CCC1)C1=CC(N(C(N1CC#CC)=O)CC=1SC=CC1)=O